cyclopropyl-6-exo-nitrobicyclo[2.2.1]hept-2-ene C1(CC1)C12C=CC(CC1[N+](=O)[O-])C2